C(C1CO1)OC(C[Si](OCC)(OCC)OCC)CC β-glycidoxybutyl-triethoxysilane